FC=1C=CC2=C(C1)C1=C(C(N([C@](CO1)(C(=O)NCC1=NC=CC=C1OC)C)CC#C)=O)O2 (R)-9-fluoro-N-((3-methoxypyridin-2-yl)methyl)-3-methyl-5-oxo-4-(prop-2-yn-1-yl)-2,3,4,5-tetrahydrobenzofuro[2,3-f][1,4]oxazepine-3-carboxamide